tert-Butyl 6-(4-((3,4-dichlorophenyl)amino)pyrido[3,2-d]pyrimidin-6-yl)-1,6-diazaspiro[3.3]heptane-1-carboxylate ClC=1C=C(C=CC1Cl)NC=1C2=C(N=CN1)C=CC(=N2)N2CC1(CCN1C(=O)OC(C)(C)C)C2